[N+](=O)([O-])C1=CC=C(C=C1)S(=O)(=O)N(CC#CCNC(OC(C)(C)C)=O)CCC tert-butyl N-[4-[(4-nitrophenyl)sulfonyl-propyl-amino]but-2-ynyl]carbamate